(R)-(-)-3-hydroxy-tetrahydrofuran O[C@H]1COCC1